N-tert-butyl-2-(3,8-diazabicyclo[3.2.1]octan-8-yl)acetamide C(C)(C)(C)NC(CN1C2CNCC1CC2)=O